[I].[Na].N1N=CC(=C1)C=1C2=C(C(=NC1)NCC=1C=C(C(=O)NC3=NC=NC=C3)C=CC1)CCO2 3-(((7-(1H-pyrazol-4-yl)-2,3-dihydrofuro[3,2-c]pyridin-4-yl)amino)methyl)-N-(pyrimidin-4-yl)benzamide sodium Iodine